hydroxyacetamide stearate C(CCCCCCCCCCCCCCCCC)(=O)O.OCC(=O)N